NC(COCCBr)(O)C(=O)OC(C)(C)C aminoBoc-2-(2-bromoethoxy)ethanol